N-[3-({[2-({3-[(3,3-difluoropyrrolidin-1-yl)carbonyl]phenyl}amino)-5-(trifluoromethyl)pyrimidin-4-yl]amino}methyl)pyridin-2-yl]-N-methylmethane-sulfonamide FC1(CN(CC1)C(=O)C=1C=C(C=CC1)NC1=NC=C(C(=N1)NCC=1C(=NC=CC1)N(S(=O)(=O)C)C)C(F)(F)F)F